2-(tert-butoxycarbonylamino)-3-methylsulfanyl-propionic acid C(C)(C)(C)OC(=O)NC(C(=O)O)CSC